BrC1=CC=C(C=C1)N1C(N(C(C1)=O)CC1=CC(=C(OC(C(=O)O)(C)C)C(=C1)C)C)=O 2-(4-((3-(4-Bromophenyl)-2,5-dioxoimidazolin-1-yl)methyl)-2,6-dimethylphenoxy)-2-methylpropionic acid